C(CCCCCCC)OC(CCCCC[Cu]CCCCCC(OCCCCCCCC)OCCCCCCCC)OCCCCCCCC.[Li] lithium bis[6,6-dioctyloxyhexyl]copper